tert-butyl 4-((5-amino-3-methoxypyridin-2-yl)oxy)piperidine-1-carboxylate NC=1C=C(C(=NC1)OC1CCN(CC1)C(=O)OC(C)(C)C)OC